CN(C1(COC1)C(C)OC1=C2C(=NC=NC2=CC(=C1)C=1C=NN(C1)C)NC=1C(=C2C=CC=NC2=CC1)F)C 5-(1-(3-(dimethylamino)oxetan-3-yl)ethoxy)-N-(5-fluoroquinolin-6-yl)-7-(1-methyl-1H-pyrazol-4-yl)quinazolin-4-amine